NC1=NC=CC(=C1Cl)OC1=CC=C(C=N1)NC(=O)C1=CN(N=C(C1=O)C1=CC=C(C=C1)F)C1CC1 N-(6-((2-amino-3-chloropyridin-4-yl)oxy)pyridin-3-yl)-2-cyclopropyl-6-(4-fluorophenyl)-5-oxo-2,5-dihydropyridazine-4-carboxamide